NCCCCCCCC(=O)NC(CCCCCCCC)CCCCCCCC 8-amino-N-(1-octylnonyl)octanamide